1-[rac-(4R)-4-(2-fluorophenyl)-6,7-dihydro-4H-pyrazolo[5,1-c][1,4]oxazin-2-yl]propan-1-one FC1=C(C=CC=C1)[C@H]1OCCN2C1=CC(=N2)C(CC)=O |r|